NCCCN(C)CC1CCC(CC1)N1N=C(C(=C1)NC(=O)C=1N=C(OC1)C1=CC(=NC=C1)NCC1CC1)C(F)F N-[1-[4-[[3-aminopropyl(methyl)amino]methyl]cyclohexyl]-3-(difluoromethyl)pyrazol-4-yl]-2-[2-(cyclopropylmethylamino)-4-pyridyl]oxazole-4-carboxamide